O=C(/C=C/C1=CC=C(OCCC(C(=O)O)CCC2=CC=CC=C2)C=C1)C1=CC=CC=C1 2-[2-[4-[(E)-3-Oxo-3-phenylprop-1-enyl]phenoxy]ethyl]-4-phenylbutanoic acid